(2S,5R)-5-(2-chlorophenyl)-1-(3-methoxy-4-(pyrrolidin-1-yl)benzoyl)pyrrolidine-2-carboxylic acid ClC1=C(C=CC=C1)[C@H]1CC[C@H](N1C(C1=CC(=C(C=C1)N1CCCC1)OC)=O)C(=O)O